FC(C)(S(=O)(=O)C=1C(=NN(C1)C)C(F)(F)F)C1N(CCCC1)C(=O)NC1=NOC=C1 (1-fluoro-1-((1-methyl-3-(trifluoromethyl)-1H-pyrazol-4-yl)sulfonyl)ethyl)-N-(isoxazol-3-yl)piperidine-1-carboxamide